ClC1=CC=C(C=C1)C1CCN(CC1)C1=CC(=C(N)C=C1F)OC 4-[4-(4-chlorophenyl)-1-piperidyl]-5-fluoro-2-methoxy-aniline